CC=1C=CC(N(C1)C1=CC=CC=C1)=O 5-Methyl-1-phenyl-1H-pyridin-2-one